(S)-1-(1-(benzyloxy)-3-(tritylthio)prop-2-yl)-5-(trimethylsilyl)-1H-1,2,3-triazole C(C1=CC=CC=C1)OC[C@@H](CSC(C1=CC=CC=C1)(C1=CC=CC=C1)C1=CC=CC=C1)N1N=NC=C1[Si](C)(C)C